2-(4-Bromo-1H-pyrazol-1-yl)-1-phenyl-1-ethanone BrC=1C=NN(C1)CC(=O)C1=CC=CC=C1